C(C)OC(=O)C1=NN(C2=CC=CC(=C2C1=O)N1N=CC(=C1)Cl)C1=CC=C(C=C1)OC(F)(F)F 5-(4-chloropyrazol-1-yl)-4-oxo-1-[4-(trifluoromethoxy)phenyl]cinnoline-3-carboxylic acid ethyl ester